C(C)(C)C1=CC=C(C=C1)C12CN(CC2C1)C(=O)C1CC2(C1)NC(OC2)=O 2-(1-(4-Isopropylphenyl)-3-azabicyclo[3.1.0]hexane-3-carbonyl)-7-oxa-5-azaspiro[3.4]octan-6-one